N1=CC=CC2=C1N(C1=C(C=C2)C=CC=N1)CC1=C(C=C(C(=O)OC)C=C1)F methyl 4-((11H-dipyrido[2,3-b:3',2'-f]azepin-11-yl)methyl)-3-fluorobenzoate